2-((S)-1-(4-(6-((4-cyano-2-fluorobenzyl)oxy)pyridin-2-yl)-2-oxopiperazine-1-yl)ethyl)-1-(((S)-oxetan-2-yl)methyl)-1H-benzo[d]imidazole-6-carboxylic acid C(#N)C1=CC(=C(COC2=CC=CC(=N2)N2CC(N(CC2)[C@@H](C)C2=NC3=C(N2C[C@H]2OCC2)C=C(C=C3)C(=O)O)=O)C=C1)F